OC1(CCN(CC1)C(C[C@@H](C)C1=CC=CC=C1)=O)CN1C=NC=2C(C1=O)=NN(C2C=2C=C(C#N)C=CC2)C (R)-3-(6-((4-Hydroxy-1-(3-phenylbutanoyl)piperidin-4-yl)methyl)-2-methyl-7-oxo-6,7-dihydro-2H-pyrazolo[4,3-d]pyrimidin-3-yl)benzonitrile